C(C1=CC=CC=C1)C=1C=2N(C=C(N1)C1=CC=CC=C1)C(=C(N2)CC=2OC=CC2)OCC=2SC(=CC2)[N+](=O)[O-] 8-benzyl-2-(furan-2-ylmethyl)-3-((5-nitrothiophen-2-yl)methoxy)-6-phenylimidazo[1,2-a]pyrazine